2-[(6-chloro-4-pyrimidinyl)oxy]benzonitrile ClC1=CC(=NC=N1)OC1=C(C#N)C=CC=C1